mono-propenylphenylacetic acid C(=CC)C(C(=O)O)C1=CC=CC=C1